(2S,4R)-1-((S)-2-(11-aminoundecanamido)-3,3-dimethylbutanoyl)-4-hydroxy-N-((S)-1-(4-(4-methylthiazol-5-yl)phenyl)ethyl)pyrrolidine-2-carboxamide NCCCCCCCCCCC(=O)N[C@H](C(=O)N1[C@@H](C[C@H](C1)O)C(=O)N[C@@H](C)C1=CC=C(C=C1)C1=C(N=CS1)C)C(C)(C)C